[Br-].[Br-].C(CCCCCCC\C=C/CCCCCCCC)(=O)NCCCCN(C(=CCCN(CCCNC(CCCCCCC\C=C\CCCCCCCC)=O)C)C)C (E)-oleic acid [3-({3-[(3-oleamidopropyl)-dimethyl-amino]but-2-enyl}-dimethyl-amino)-propyl]-amide dibromide